C(C)(C)C1=NC=C(N1)C(F)(F)F 2-isopropyl-4-(trifluoromethyl)-3H-imidazole